2'-[6-amino-5-(6,7-dihydro-5H-cyclopenta[b]pyridin-7-yloxy)pyridin-3-yl]-N-ethyl-5',6'-dihydro-1H-spiro[pyrrolidine-3,4'-pyrrolo[1,2-b]pyrazole]-1-carboxamide NC1=C(C=C(C=N1)C=1C=C2N(N1)CCC21CN(CC1)C(=O)NCC)OC1CCC=2C1=NC=CC2